(2s)-1-{[6-Furan-3-Yl-5-(3-Methyl-2h-Indazol-5-Yl)pyridin-3-Yl]oxy}-3-(1h-Indol-3-Yl)propan-2-Amine O1C=C(C=C1)C1=C(C=C(C=N1)OC[C@H](CC1=CNC2=CC=CC=C12)N)C1=CC2=C(NN=C2C=C1)C